C1(CC1)C1=CC(=C(C=C1F)NC1=CC(=NC=C1C(=O)NOCC)NC=1C(=NC(=CC1)F)C)N(S(=O)(=O)C)C 4-((4-Cyclopropyl-5-fluoro-2-(N-methylmethanesulfonamido)phenyl)amino)-N-ethoxy-6-((6-fluoro-2-methyl-Pyridin-3-yl)amino)nicotinamide